[Zr].[Fe].[Al] ALUMINUM-IRON-ZIRCONIUM